NCC1=C(C=CC(=C1)CN)O 2,4-bis(aminomethyl)phenol